4-bromo-6-(difluoromethyl)-1H-pyrazolo[3,4-b]pyridine BrC1=C2C(=NC(=C1)C(F)F)NN=C2